CN1N=NC(=C1)B1OC(C(O1)(C)C)(C)C 1-methyl-4-(4,4,5,5-tetramethyl-1,3,2-dioxaborolan-2-yl)-1H-1,2,3-triazole